C(CC)NS(=O)(=O)N1CCNCC1 N-propyl-piperazine-1-sulfonamide